tert-butyl (2R,5S)-2-(4-fluoro-3-hydroxy-phenyl)-5-methyl-piperidine-1-carboxylate FC1=C(C=C(C=C1)[C@@H]1N(C[C@H](CC1)C)C(=O)OC(C)(C)C)O